FC1=C(C=C(C#N)C=C1)N1CCN(CC1)C 4-fluoro-3-(4-methylpiperazin-1-yl)benzonitrile